3,4-dichloro-6-methyl-pyridazine ClC=1N=NC(=CC1Cl)C